N,N'-hexylidenebis(3,5-di-tert-butyl-4-Hydroxy-hydrocinnamamide) C(CCCCC)(NC(CCC1=CC(=C(C(=C1)C(C)(C)C)O)C(C)(C)C)=O)NC(CCC1=CC(=C(C(=C1)C(C)(C)C)O)C(C)(C)C)=O